FC=1C=C(C=CC1F)COC1CCC2=CC(=CC=C12)C1=C(C(=NC(=C1C(=O)N)CC(C)C)CCC1=CC=C(C=C1)F)C=1OC(=NN1)C 4-{1-[(3,4-difluorophenyl)methoxy]-5-indanyl}-6-[2-(p-fluorophenyl)ethyl]-2-isobutyl-5-(5-methyl-1,3,4-oxadiazol-2-yl)nicotinamide